ClC1=NC=C(C(=N1)OC=1C=C(C=CC1)NC(=O)C1C(C1)(F)F)Cl N-(3-((2,5-dichloropyrimidin-4-yl)oxy)phenyl)-2,2-difluorocyclopropane-1-carboxamide